C(C(O)C)(=O)C(C(=O)OC(CCCCC)=O)(O)C.[Na] sodium caproyl lactyllactate